CC1CC2(N(C(C1)C2)C(=O)NC2=CC(=C(C=C2)C(F)(F)F)C=2N=NC=CN2)CN2N=NC=C2 cis-3-methyl-N-[3-(1,2,4-triazin-3-yl)-4-(trifluoromethyl)phenyl]-1-(triazol-1-ylmethyl)-6-azabicyclo[3.1.1]heptane-6-carboxamide